C(=O)(OC(C)(C)C)N1[C@@H](CC(C1)(F)F)C(=O)O N-Boc-4,4-difluoroproline